FC(C1=CC(=NC=C1)NC(=O)C1=CC=C(C(=O)Cl)C=C1)(F)F 4-((4-(trifluoromethyl)pyridin-2-yl)carbamoyl)benzoyl chloride